6-Chloro-N-[(3S)-1-propylpyrrolidin-3-yl]-2-{4-[4-(pyridin-3-ylmethyl)piperazin-1-yl]phenyl}-3H-imidazo[4,5-b]pyridin-7-amine ClC=1C(=C2C(=NC1)NC(=N2)C2=CC=C(C=C2)N2CCN(CC2)CC=2C=NC=CC2)N[C@@H]2CN(CC2)CCC